CC1=NC=C(C=C1NC(=O)C=1C=C2C(=NC1)NC(=C2)C2=CN=CO2)NC(CN2[C@H](CCC2)C)=O (S)-N-(2-methyl-5-(2-(2-methylpyrrolidin-1-yl)acetamido)pyridin-3-yl)-2-(oxazol-5-yl)-1H-pyrrolo[2,3-b]pyridine-5-carboxamide